CC1CN(CCC1)CC=1N=C(SC1)NC(=O)C=1N(C=CC1)CC1=CC=NC=C1 N-[4-[(3-methyl-1-piperidinyl)methyl]-2-thiazolyl]-1-(4-pyridinylmethyl)-1H-pyrrol-2-carboxamid